2-chloro-3-{[6-(trifluoromethyl)pyridin-3-yl]oxy}pyrazine ClC1=NC=CN=C1OC=1C=NC(=CC1)C(F)(F)F